BrC=1C(=C(C(=O)N2CCOCC2)C=CC1)Cl 4-(3-bromo-2-chlorobenzoyl)morpholine